FC=1C=C2C(CCOC2=CC1O[C@@H](C1=CC=C(C(=O)N)C=C1)C1=CC=NC=C1)=O (S)-4-(((6-Fluoro-4-oxochroman-7-yl)oxy)(pyridin-4-yl)methyl)benzamide